7-[[6-(3,3a,4,5,6,6a-hexahydro-2H-pyrrolo[2,3-c]pyrrol-1-yl)-2-pyridyl]amino]-4-(7-fluoroimidazo[1,2-a]pyridin-3-yl)isoindolin-1-one N1(CCC2C1CNC2)C2=CC=CC(=N2)NC=2C=CC(=C1CNC(C21)=O)C2=CN=C1N2C=CC(=C1)F